C(CC)(=O)OC1=C(C=C(C=C1)C)Br (2-bromo-4-methyl-phenyl) propanoate